FC(C=1C=C(C=CC1)C(C)O)(F)F 1-(3-trifluoromethyl-phenyl)ethanol